C(C)(C)(C)OC1CNC1 3-(tert-butoxy)azetidin